1,3-bis(3-aminopropyl)-1,1,3,3-tetraethoxydisiloxane NCCC[Si](O[Si](OCC)(OCC)CCCN)(OCC)OCC